tert-butyl (3R,4R)-3-fluoro-4-[5-oxo-7-(p-tolylsulfonyloxy)thiazolo[3,2-a]pyrimidin-2-yl]piperidine-1-carboxylate F[C@H]1CN(CC[C@H]1C1=CN2C(=NC(=CC2=O)OS(=O)(=O)C2=CC=C(C=C2)C)S1)C(=O)OC(C)(C)C